C(C1=CC=C(C(=O)OC)C=C1)(=O)OC Dimethyl terephthalate